N1-(2-(bis(2-(2,3-dihydroxybenzamido)ethyl)amino)ethyl)-2,3-dihydroxy-N4-(2-(2-(3-(4-isothiocyanatophenyl)thioureido)ethoxy)ethyl)terephthalamide OC1=C(C(=O)NCCN(CCNC(C2=C(C(=C(C(=O)NCCOCCNC(=S)NC3=CC=C(C=C3)N=C=S)C=C2)O)O)=O)CCNC(C2=C(C(=CC=C2)O)O)=O)C=CC=C1O